C[Sn](CC1=CSC=C1)(C)C trimethyl-(thiophen-3-ylmethyl)stannane